1-(5-fluoro-2-methoxybenzyl)-5-methyl-2-(4-(trifluoromethyl)phenyl)-1H-imidazole FC=1C=CC(=C(CN2C(=NC=C2C)C2=CC=C(C=C2)C(F)(F)F)C1)OC